C1(CC1)C(=O)NCCC1=NC2=C(N1C=1C=C3CCC(NC3=CC1)=O)C=CC(=C2)C(=O)NC 2-(2-(cyclopropanecarboxamido)ethyl)-N-methyl-1-(2-oxo-1,2,3,4-tetrahydroquinolin-6-yl)-1H-benzo[d]imidazole-5-carboxamide